N-(6-(1-(methyl-d3)-1H-pyrazol-4-yl)isoquinolin-3-yl)-1-(3,3,3-trifluoropropyl)piperidine-4-carboxamide 1,3-dihydroxypropan-2-yl-9,16-dihydroxyhexadecanoate OCC(CO)OC(CCCCCCCC(CCCCCCCO)O)=O.C(N1N=CC(=C1)C=1C=C2C=C(N=CC2=CC1)NC(=O)C1CCN(CC1)CCC(F)(F)F)([2H])([2H])[2H]